2-(4-(3-isopropyl-2-(5-methoxy-[1,2,4]triazolo[1,5-a]pyridin-7-yl)-1H-indol-5-yl)piperidin-1-yl)-N-methylacetamide C(C)(C)C1=C(NC2=CC=C(C=C12)C1CCN(CC1)CC(=O)NC)C1=CC=2N(C(=C1)OC)N=CN2